CC1=CC=CC(=N1)CNC(=O)C=1SC=NN1 N-((6-methylpyridin-2-yl)methyl)-1,3,4-thiadiazole-2-carboxamide